2-(chloromethyl)-N-[2-(chloromethyl)benzoyl]-N-[4-[4-[6-chloro-4-(trifluoromethyl)-2-pyridinyl]piperazin-1-yl]sulfonylphenyl]benzamide ClCC1=C(C(=O)N(C2=CC=C(C=C2)S(=O)(=O)N2CCN(CC2)C2=NC(=CC(=C2)C(F)(F)F)Cl)C(C2=C(C=CC=C2)CCl)=O)C=CC=C1